C(C1=CC=CC=C1)OC(=O)N1CCN(CC1)CC1CCN(CC1)CC1CN(C1)C(=O)OC(C)(C)C 4-((1-((1-(tert-Butoxycarbonyl)azetidin-3-yl)methyl)piperidin-4-yl)methyl)piperazine-1-carboxylic acid benzyl ester